7,7,7-trifluorohepta-2,4-diene FC(CC=CC=CC)(F)F